2'-chloro-N-(5-(((1s,3r)-3-hydroxycyclopentyl)oxy)-1,3,4-thiadiazol-2-yl)-5'-methoxy-6-methyl-(4,4'-bipyridine)-3-carboxamide ClC1=NC=C(C(=C1)C1=C(C=NC(=C1)C)C(=O)NC=1SC(=NN1)O[C@@H]1C[C@@H](CC1)O)OC